ClC=1C=C(C=NC1)CN1N=C2N([C@@H](CCC2)C(=O)N2CC(CC2)(F)F)C1=O (5S)-2-[(5-Chloropyridin-3-yl)methyl]-5-[(3,3-difluoropyrrolidin-1-yl)carbonyl]-5,6,7,8-tetrahydro[1,2,4]triazolo[4,3-a]pyridin-3(2H)-one